ClC=1C(=C(C=CC1)C1=NNC(=C1)NC(C(CC(=O)O)C(C1=CC=C(C=C1)NC(=O)OC)=O)=O)F 4-((3-(3-chloro-2-fluorophenyl)-1H-pyrazol-5-yl)amino)-3-(4-((methoxycarbonyl)amino)benzoyl)-4-oxobutanoic acid